5-[[2,4-dichloro-5-(2-pyridyl)benzoyl]amino]-N-[[1-[5-[4-[4-[(2,6-dioxo-3-piperidyl)amino]phenyl]piperazin-1-yl]-5-oxo-pentyl]triazol-4-yl]methyl]-1-phenyl-pyrazole-3-carboxamide ClC1=C(C(=O)NC2=CC(=NN2C2=CC=CC=C2)C(=O)NCC=2N=NN(C2)CCCCC(=O)N2CCN(CC2)C2=CC=C(C=C2)NC2C(NC(CC2)=O)=O)C=C(C(=C1)Cl)C1=NC=CC=C1